4-[(3-chloro-4-fluorophenyl)amino]-6-{[4-(N,N-dimethylamino)-1-oxo-2-buten-1-yl]amino}-7-cyclopropylmethoxy-quinazoline ClC=1C=C(C=CC1F)NC1=NC=NC2=CC(=C(C=C12)NC(C=CCN(C)C)=O)OCC1CC1